7-[[4-[[(1S)-2-hydroxy-1-phenyl-ethyl]amino]-5-(3-methyl-1,2,4-oxadiazol-5-yl)pyrimidin-2-yl]amino]-2-methyl-1,4-dihydroisoquinolin-3-one OC[C@H](C1=CC=CC=C1)NC1=NC(=NC=C1C1=NC(=NO1)C)NC1=CC=C2CC(N(CC2=C1)C)=O